(R)-2-((5-(7-((1-((3-acryloylaminopiperidin-1-yl)sulfonyl)piperidin-4-yl)methyl)-2,7-diazaspiro[3.5]nonan-2-yl)-1,2,4-triazin-6-yl)oxy)-5-fluoro-N,N-diisopropylbenzamide C(C=C)(=O)N[C@H]1CN(CCC1)S(=O)(=O)N1CCC(CC1)CN1CCC2(CN(C2)C=2N=CN=NC2OC2=C(C(=O)N(C(C)C)C(C)C)C=C(C=C2)F)CC1